C(C1=C(C(=CC(=C1)CCCCCCCCC)C(C1=CC=CC=C1)(C)C)O)C1=C(C(=CC(=C1)CCCCCCCCC)C(C1=CC=CC=C1)(C)C)O 2,2'-methylenebis[6-(α,α-dimethyl-benzyl)-4-nonylphenol]